1-[[(3-acetyl-6-chloro-2-pyridinyl)-methyl-amino]methyl]cyclopropanecarbonitrile C(C)(=O)C=1C(=NC(=CC1)Cl)N(C)CC1(CC1)C#N